2,3-diamino-2-butene NC(C)=C(C)N